ClC=1C(=C(CN2[C@@H](C[C@@](CC2)(C(=O)O)CC2=NC(=C(C(=C2F)C(=O)N2CCOCC2)F)NC2=NNC(=C2)C)C)C=CC1)F (2R,4R)-1-(3-chloro-2-fluorobenzyl)-4-((3,5-difluoro-6-((5-methyl-1H-pyrazol-3-yl)amino)-4-(morpholine-4-carbonyl)pyridin-2-yl)methyl)-2-methylpiperidine-4-carboxylic acid